Cl.NCC1=NC=C(C=N1)C1=CC=C(C(=N1)OC(C)C)NC(=O)C=1C(=NOC1C)C1=CC=CC=C1 N-[6-[2-(aminomethyl)pyrimidin-5-yl]-2-isopropoxy-3-pyridyl]-5-methyl-3-phenyl-isoxazole-4-carboxamide hydrochloride